C(=O)(O)[C@H](CC(=O)C1=CC2=C(S1)C=C(C(=C2)OCCCCC=2C=C1CN(CC1=CC2OC)C(C[C@@H](C(=O)O)C)=O)OC)C (S)-4-(5-(4-((2-((S)-3-carboxybutanoyl)-6-methoxybenzo[b]thiophen-5-yl)oxy)butyl)-6-methoxyisoindolin-2-yl)-2-methyl-4-oxobutanoic acid